1-Butyl-3-(4-methoxybenzoyl)indole C(CCC)N1C=C(C2=CC=CC=C12)C(C1=CC=C(C=C1)OC)=O